N-acryloyl-2-chloro-4-((5-chloro-2-((4-(4-methylpiperazin-1-yl)phenyl)amino)pyrimidin-4-yl)amino)benzamide C(C=C)(=O)NC(C1=C(C=C(C=C1)NC1=NC(=NC=C1Cl)NC1=CC=C(C=C1)N1CCN(CC1)C)Cl)=O